NC1=NC(=C(C=2N1C(N(N2)CC2=NC=C(C=C2)F)=O)C2=CC(=NC(=C2)OC)CO)C2=CC=CC=C2 5-amino-2-[(5-fluoro-2-pyridinyl)methyl]-8-[2-(hydroxymethyl)-6-methoxy-4-pyridinyl]-7-phenyl-[1,2,4]triazolo[4,3-c]pyrimidin-3-one